[2-(4-formylcyclohexyl)-6-methoxy-indazol-5-yl]Pyrrolo[2,3-b]Pyridine-1-carboxylic acid C(=O)C1CCC(CC1)N1N=C2C=C(C(=CC2=C1)C1=CC=2C(=NC=CC2)N1C(=O)O)OC